1-(4-((4-((2-(2-hydroxypropan-2-yl)-4-((6-methylpyridin-2-yl)methoxy)phenyl)amino)-7-methoxyquinazolin-6-yl)Oxy)piperidin-1-yl)prop-2-en-1-one OC(C)(C)C1=C(C=CC(=C1)OCC1=NC(=CC=C1)C)NC1=NC=NC2=CC(=C(C=C12)OC1CCN(CC1)C(C=C)=O)OC